Cl.NC=1C(=C(C=C2C=C(N=CC12)NC(OC1CC(C1)(C)OC)=O)C1=C(C2=C(OCCN2)N=C1)C)F (1s,3s)-3-methoxy-3-methylcyclobutyl (8-amino-7-fluoro-6-(8-methyl-2,3-dihydro-1H-pyrido[2,3-b][1,4]oxazin-7-yl)isoquinolin-3-yl)carbamate HCl salt